2-(7-((1S,5R,6R)-3-ethyl-3-azabicyclo[4.1.0]heptan-5-yl)-6,7-dihydro-5H-pyrrolo[2,3-c]pyridazin-3-yl)-3-methyl-5-(trifluoromethyl)phenol C(C)N1C[C@H]2C[C@H]2[C@H](C1)N1CCC2=C1N=NC(=C2)C2=C(C=C(C=C2C)C(F)(F)F)O